N(=[N+]=[N-])CC1(C(CCN(C2=C1C=C(C=C2)Cl)S(=O)(=O)C2=CC=C(C=C2)C)(F)F)O 5-(azidomethyl)-7-chloro-4,4-difluoro-1-(4-methylbenzenesulfonyl)-2,3,4,5-tetrahydro-1H-1-benzoazepin-5-ol